3-((1S,4S)-4-hydroxy-4-methylcyclohexyl)urea OC1(CCC(CC1)NC(N)=O)C